C(C)OC(=O)C1=NOC(=C1)C=1C=C2C(=CN(C2=CC1)CC1=CC(=CC=C1)F)C#N 5-(N-m-fluorobenzyl-3-cyanoindol-5-yl)isoxazole-3-carboxylic acid ethyl ester